2-chloro-N1,N4-bis(4-(piperazin-1-yl)phenyl)terephthalamide ClC1=C(C(=O)NC2=CC=C(C=C2)N2CCNCC2)C=CC(=C1)C(=O)NC1=CC=C(C=C1)N1CCNCC1